NC(CNC1=NC(=C2C(=N1)N(N=C2)C)NC21CC(C2)(C1)F)C1=CC=CC=C1 N6-(2-amino-2-phenylethyl)-N4-{3-fluorobicyclo[1.1.1]pentan-1-yl}-1-methyl-1H-pyrazolo[3,4-d]pyrimidine-4,6-diamine